(2-ethoxy-3-nitrophenyl)methanamine C(C)OC1=C(C=CC=C1[N+](=O)[O-])CN